C1(=CC=CC=C1)N1C(C(=CC1=O)C1N(CCCC1)C1=CC=C(C=C1)C(F)(F)F)=O 1-Phenyl-3-(1-(4-(trifluoromethyl)phenyl)piperidin-2-yl)-1H-pyrrole-2,5-dione